CC1=CC(=NO1)CN1CC(C1)C1=NN(C(=C1)NC(=O)C=1C=NN2C1N=CC=C2)C2=CC=C(C=C2)C N-[3-{1-[(5-methylisoxazol-3-yl)methyl]azetidin-3-yl}-1-(4-methylphenyl)-1H-pyrazol-5-yl]pyrazolo[1,5-a]pyrimidine-3-carboxamide